rac-(1R,2R,3S,4R,5S)-N-(6-ethoxy-4-(trifluoromethyl)pyridin-2-yl)-5-hydroxy-3-(3-(trifluoromethyl)phenyl)-7-oxabicyclo[2.2.1]heptane-2-carboxamide C(C)OC1=CC(=CC(=N1)NC(=O)[C@H]1[C@H]2C[C@@H]([C@@H]([C@@H]1C1=CC(=CC=C1)C(F)(F)F)O2)O)C(F)(F)F |r|